FC1=C(C(=CC=C1)OC)C1=NC=CC2=C1CN(C2=O)C2=NC(=CC=C2)N2CCN(CC2)C2CCN(CC2)C 4-(2-fluoro-6-methoxyphenyl)-2-(6-(4-(1-methylpiperidin-4-yl)piperazin-1-yl)pyridin-2-yl)-2,3-dihydro-1H-pyrrolo[3,4-c]pyridin-1-one